(S)-N-(1-(3-chloro-4-fluorophenyl)-2-(dimethylamino)ethyl)-4-(trifluoromethoxy)benzenesulfonamide ClC=1C=C(C=CC1F)[C@@H](CN(C)C)NS(=O)(=O)C1=CC=C(C=C1)OC(F)(F)F